4-(Cyclopropylsulfonyl)picolinic acid C1(CC1)S(=O)(=O)C1=CC(=NC=C1)C(=O)O